1,1-dioxido-1,2-thiazolidine-3-carbonyl chloride O=S1(NC(CC1)C(=O)Cl)=O